ClC1=NC(=NC=N1)OC1=C2C=CNC2=CC=C1 4-[(4-chloro-1,3,5-triazin-2-yl)oxy]-1H-indole